OC(=O)C(F)(F)F.CC1([C@H]2CNC[C@@H]12)C(=O)NC(C)(C)C (1R,5S,6r)-6-methyl-N-(tert-butyl)-3-azabicyclo[3.1.0]hexane-6-carboxamide TFA salt